(2R,3S,4S,5R,6S)-2-(acetoxymethyl)-6-(((2R,3R,4S,5R,6R)-4,5-diacetoxy-2-(acetoxymethyl)-6-((6-aminohexyl)oxy)tetrahydro-2H-pyran-3-yl)oxy)tetrahydro-2H-pyran-3,4,5-triyl triacetate C(C)(=O)O[C@H]1[C@H](O[C@H]([C@@H]([C@H]1OC(C)=O)OC(C)=O)O[C@@H]1[C@H](O[C@H]([C@@H]([C@H]1OC(C)=O)OC(C)=O)OCCCCCCN)COC(C)=O)COC(C)=O